tert-butyl 4-[4-[4-[6-(6-benzyl-3,6-diazabicyclo[3.1.1]heptan-3-yl)-3-pyridyl]-3-cyano-pyrazolo[1,5-a]pyrazin-6-yl]phenyl]piperazine-1-carboxylate C(C1=CC=CC=C1)N1C2CN(CC1C2)C2=CC=C(C=N2)C=2C=1N(C=C(N2)C2=CC=C(C=C2)N2CCN(CC2)C(=O)OC(C)(C)C)N=CC1C#N